Dimethyldodecane CC(CCCCCCCCCCC)C